C(C)(C)(C)OC(NCCC[C@@H](C(=O)NCC1=CC=CC=C1)N)=O (S)-(4-amino-5-(benzylamino)-5-oxo-amyl)carbamic acid tert-butyl ester